ClC1=CC(=NC(=C1C(=O)O)OC)Cl 4,6-dichloro-2-methoxynicotinic acid